[Co+3].C(CCCCC)=N hexaanimine cobalt (III)